5-hydroxy-6E,8Z,11Z,14Z-eicosatetraenoic acid CCCCC/C=C\C/C=C\C/C=C\C=C\C(CCCC(=O)O)O